[2H]C(C(C(=O)OC(C)(C)C)OC(N(C)C)=O)(C\C=C\C(=O)N(C)C)[2H] tert-butyl (E)-3,3-dideuterio-7-(dimethylamino)-2-(dimethylcarbamoyloxy)-7-oxo-hept-5-enoate